N-(2-(5-(((3R,4S,5R)-3,4-dihydroxy-5-methoxy-6,6-dimethyltetrahydro-2H-pyran-2-yl)oxy)-2'-(methylthio)-[1,1'-biphenyl]-2-yl)ethyl)acetamide O[C@H]1C(OC([C@@H]([C@H]1O)OC)(C)C)OC=1C=CC(=C(C1)C1=C(C=CC=C1)SC)CCNC(C)=O